5-[(4-carboxybutyl){2-[2-({4-[5-(trifluoromethyl)-1,3-benzoxazol-2-yl]benzyl}oxy)phenyl]ethyl}-amino]-5,6,7,8-tetrahydroquinoline-2-carboxylic acid C(=O)(O)CCCCN(C1C=2C=CC(=NC2CCC1)C(=O)O)CCC1=C(C=CC=C1)OCC1=CC=C(C=C1)C=1OC2=C(N1)C=C(C=C2)C(F)(F)F